3-(benzofuran-3-yl)-1-(methylsulfanyl-methyl)pyrazolo[4,3-c]pyridine-6-carbonitrile O1C=C(C2=C1C=CC=C2)C2=NN(C1=C2C=NC(=C1)C#N)CSC